COC1=CC2=C(C3=CC=CC=C3N=C2C=C1)NCCNCC(C)O 1-((2-((2-methoxyacridin-9-yl)amino)ethyl)amino)propan-2-ol